7-amino-4-(hydroxymethyl)-1H-indole-3-carbonitrile NC=1C=CC(=C2C(=CNC12)C#N)CO